Methyl (E)-4-(2-methoxyvinyl)bicyclo[2.2.1]heptane-1-carboxylate CO/C=C/C12CCC(CC1)(C2)C(=O)OC